NC=1N=C(C2=C(N1)C=NC=C2)N[C@@](CO)(CC)C (R)-2-((2-aminopyrido[3,4-d]pyrimidin-4-yl)amino)-2-methylbutan-1-ol